C(C)(C)(C)OC(=O)N1C[C@H](CCC1)NC1=C(C=C(C(=C1)C(C)C)C=1C=C(C=2N(C1)N=CN2)OC)[N+](=O)[O-] (S)-3-((5-isopropyl-4-(8-methoxy-[1,2,4]triazolo[1,5-a]pyridin-6-yl)-2-nitrophenyl)amino)piperidine-1-carboxylic acid tert-butyl ester